C(C1=CC=CC=C1)OC(=O)N1CCC(CC1)(C)O 4-hydroxy-4-methyl-piperidine-1-carboxylic acid benzyl ester